OCC1OC(CC1)C (hydroxymethyl)-5-methyltetrahydrofuran